CC=1C(=NC=C(C#N)C1)N1CC=2C=C(C=NC2C(C1)C)C(F)(F)F 5-methyl-6-(8-methyl-3-(trifluoromethyl)-7,8-dihydro-1,6-naphthyridin-6(5H)-yl)nicotinonitrile